C1(CC1)C(N1C(=C(C=2C1=NC=C(C2)C=2C(=NOC2C)C)C2=C(C=C(C(=O)O)C=C2)OC(C)C)C)C2CC2 4-(1-(dicyclopropylmethyl)-5-(3,5-dimethylisoxazol-4-yl)-2-methyl-1H-pyrrolo[2,3-b]pyridin-3-yl)-3-isopropoxybenzoic acid